ammonium cyanate salt [O-]C#N.[NH4+]